COC=1C=C2C(=CC=NC2=CC1OC)N1CCCC2=CC(=CC=C12)NS(=O)(=O)C1CC1 N-(6',7'-dimethoxy-3,4-dihydro-2H-[1,4'-biquinolin]-6-yl)cyclopropanesulfonamide